1-(3-methylphenyl)-2-thiocyano-1-ethanol CC=1C=C(C=CC1)C(CSC#N)O